The molecule is a guanidinium ion obtained by protonation of both guanidino groups of propamidine. It is a conjugate acid of a propamidine. C1=CC(=CC=C1C(=[NH2+])N)OCCCOC2=CC=C(C=C2)C(=[NH2+])N